(R)-20-carboxy-8-hydroxy-N,N,N,7,7-pentamethyl-4,9,13,18-tetraoxo-3,5-dioxa-17-thia-10,14-diazaicosan-1-aminium C(=O)(O)CCC(SCCNC(CCNC([C@@H](C(COC(OCC[N+](C)(C)C)=O)(C)C)O)=O)=O)=O